ClCC(=O)N1CCC(C(CC1)C)CNC(OCC1=CC=CC=C1)=O Benzyl ((1-(2-chloroacetyl)-5-methylazepan-4-yl)methyl)carbamate